COC(=O)NC1=CC=C(C=N1)C=1C=NN2C1C=C(C=C2C)C(=O)O 3-[6-(methoxycarbonylamino)-3-pyridyl]-7-methyl-pyrazolo[1,5-a]pyridine-5-carboxylic acid